1-allyl-2-(3-bromophenyl)-1H-benzo[d]imidazole C(C=C)N1C(=NC2=C1C=CC=C2)C2=CC(=CC=C2)Br